N1C(CCCC1)C(C1=CC=CC=C1)(C1=CC=CC=C1)O α-(2-piperidyl)benzhydryl alcohol